CCC(CC)N1N=CC(=C1)C=1C=2N(C=C(N1)C=1C=NN(C1)[C@H]([C@@H](C)O)C)N=CC2 (2R,3S)-3-(4-(4-(1-(pent-3-yl)-1H-pyrazol-4-yl)pyrazolo[1,5-a]pyrazin-6-yl)-1H-pyrazol-1-yl)butan-2-ol